Ethyl 3-(N-((4-fluoro-2,6-diisopropylphenyl)carbamoyl)sulfamoyl)-1-methyl-1H-pyrazole-5-carboxylate, Sodium Salt [Na].FC1=CC(=C(C(=C1)C(C)C)NC(=O)NS(=O)(=O)C1=NN(C(=C1)C(=O)OCC)C)C(C)C